(E)-2-(3-((5-(4-nitrophenyl)furan-2-yl)methylene)-2-oxo-5-phenyl-2,3-dihydro-1H-pyrrol-1-yl)acetic acid [N+](=O)([O-])C1=CC=C(C=C1)C1=CC=C(O1)\C=C/1\C(N(C(=C1)C1=CC=CC=C1)CC(=O)O)=O